6-N-[(1-aminocyclopropyl)methyl]-4-N-(2,3-difluorophenyl)-1-methylpyrazolo[3,4-d]pyrimidine-4,6-diamine NC1(CC1)CNC1=NC(=C2C(=N1)N(N=C2)C)NC2=C(C(=CC=C2)F)F